C(#N)C1=CN=C2N1C=C(C=C2)B([O-])[O-] 3-cyanoimidazo[1,2-a]pyridine-6-Boronate